4-(2-chloro-3-o-fluorophenylbenzyloxy)-benzylamine hydrochloride Cl.ClC1=C(COC2=CC=C(CN)C=C2)C=CC=C1C1=C(C=CC=C1)F